C1CCC2=C(C=3CCCC3C=C12)NC(=O)N=S(=O)(C1=CN=C(S1)C(C)(C)O)NC(OC(C)(C)C)=O tert-butyl (N-((1,2,3,5,6,7-hexahydro-s-indacen-4-yl)carbamoyl)-2-(2-hydroxypropan-2-yl)-thiazole-5-sulfonimidoyl)carbamate